The molecule is a monocarboxylic acid anion that is obtained by removal of a proton from the carboxylic acid group of glutaramic acid. It is a conjugate base of a glutaramic acid. C(CC(=O)N)CC(=O)[O-]